NC1=NC=NC2=C1N(C=1C=CC=CC21)C=2C=CC1=C(N=C(O1)N)C2 4-amino-5-(2-aminobenzo[d]oxazol-5-yl)-5H-pyrimido[5,4-b]indole